NC=1C=C(C=CC1F)CO (3-amino-4-fluorophenyl)methanol